1-(2-(difluoromethyl)-1H-imidazol-1-yl)cyclopropane-1-carboxylic acid FC(C=1N(C=CN1)C1(CC1)C(=O)O)F